SCC(=O)NCC=1C=NC(=CC1)C#N sulfanyl-N-[(6-cyano-3-pyridyl)methyl]acetamide